2-bromo-1,1,4,4-tetrafluorobut-1-ene BrC(=C(F)F)CC(F)F